N-[(2E)-3-(4-methoxybenzenesulfonyl)prop-2-en-1-yl]-2-oxo-1,2,5,6,7,8-hexahydroquinoline-3-carboxamide COC1=CC=C(C=C1)S(=O)(=O)/C=C/CNC(=O)C=1C(NC=2CCCCC2C1)=O